C(C1=CC=CC=C1)OC(/C=C/CC)CC (E)-5-benzyloxy-3-heptene